C=1CSSC1 3,4-dithiole